Cl.CC1=C(C(=CC=C1)C)NC(=O)[C@H]1N(CCCC1)CCC (-)-(2S)-N-(2,6-dimethylphenyl)-1-N-propylpiperidine-2-carboxamide hydrochloride